N-((1r,4r)-4-(3-Chloro-4-cyanophenoxy)cyclohexyl)-4-(4-((4-(4-(2,4-dioxotetrahydropyrimidin-1(2H)-yl)-1H-indol-1-yl)piperidin-1-yl)methyl)piperidin-1-yl)-2-fluorobenzamide ClC=1C=C(OC2CCC(CC2)NC(C2=C(C=C(C=C2)N2CCC(CC2)CN2CCC(CC2)N2C=CC3=C(C=CC=C23)N2C(NC(CC2)=O)=O)F)=O)C=CC1C#N